C(C)(C)(C)OC(=O)N1C([C@@H](CC1)N)=O (R)-t-butoxycarbonyl-3-amino-2-pyrrolidone